OC1(CN(C1)C1=CC=2C(=C(N=NC2N[C@H](C)C=2C=C(C#N)C=CC2)C)N=C1)C (R)-3-(1-((3-(3-hydroxy-3-methylazetidin-1-yl)-8-methylpyrido[2,3-d]pyridazin-5-yl)amino)ethyl)benzonitrile